C(C)S(=O)(=O)NC1=C(C=C(C=C1)C1=C2C(=NC(=C1)NC(CC1=CC=CC=C1)=O)NC=C2)F N-(4-(4-(ethylsulfonylamino)-3-fluorophenyl)-1H-pyrrolo[2,3-b]pyridin-6-yl)-2-phenylacetamide